3-(5-(((1R,2R)-2-(3-(2-chlorophenyl)azetidin-1-yl)cyclohexyl)oxy)-1-oxoisoindolin-2-yl)piperidine-2,6-dione ClC1=C(C=CC=C1)C1CN(C1)[C@H]1[C@@H](CCCC1)OC=1C=C2CN(C(C2=CC1)=O)C1C(NC(CC1)=O)=O